P(O)(=O)(OP(=O)(O)OP(=O)(O)O)OC[C@@H]1C[C@H]([C@@H](O1)N1C=NC=2C(N)=NC=NC12)O 3'-deoxyadenosine 5'-triphosphate